CC1(CCC=2C(=NN(C2C1)COCC[Si](C)(C)C)C1=NC=2C(=NC=C(C2)NC(OC(C)(C)C)=O)N1)C tert-Butyl (2-(6,6-dimethyl-1-((2-(trimethylsilyl)ethoxy)methyl)-4,5,6,7-tetrahydro-1H-indazol-3-yl)-3H-imidazo[4,5-b]pyridin-6-yl)carbamate